S1C=CC2=C1CC(CC2)=O 5,7-dihydro-4H-benzothiophen-6-one